2-((3,5-dimethylphenyl)amino)-6-methyl-5-phenylnicotinonitrile CC=1C=C(C=C(C1)C)NC1=C(C#N)C=C(C(=N1)C)C1=CC=CC=C1